CN([C@@H](CC1=CC=CC=C1)C(=O)O)C N-methyl-N-methylphenylalanine